3-(2-methyl-2H-tetrazol-5-yl)-4-((4-(trifluoromethyl)phenyl)amino)benzamide CN1N=C(N=N1)C=1C=C(C(=O)N)C=CC1NC1=CC=C(C=C1)C(F)(F)F